N=1C=NN2C1C=CC(=C2)C=2N(N=C1C(N(C=CC12)C=1C=NNC1)=O)C1=NC(=CC=C1)C 3-([1,2,4]triazolo[1,5-a]pyridin-6-yl)-2-(6-methylpyridin-2-yl)-6-(1H-pyrazol-4-yl)-2H-pyrazolo[3,4-c]pyridin-7(6H)-one